DL-glyceraldehyde C(C(C=O)O)O